N1-(4-((5-Bromo-2-((3,4,5-trimethoxyphenyl)amino)pyrimidin-4-yl)oxy)-3-fluorophenyl)-N3-(4-fluorophenyl)malonamide BrC=1C(=NC(=NC1)NC1=CC(=C(C(=C1)OC)OC)OC)OC1=C(C=C(C=C1)NC(CC(=O)NC1=CC=C(C=C1)F)=O)F